10-chloro-9-(ethyl(oxetan-3-yl)amino)-2-((4-methoxy-6-methyl-2-oxo-1,2-dihydropyridin-3-yl)methyl)-3,4-dihydro-[1,4]diazepino[6,7,1-HI]indol-1(2H)-one ClC1=C(C=C2C=CN3C2=C1C(N(CC3)CC=3C(NC(=CC3OC)C)=O)=O)N(C3COC3)CC